sodium (2S,3r)-2-ethyl-4-hydroxy-3-((1-methyl-1H-imidazol-5-yl) methyl)-butyrate C(C)[C@H](C(=O)[O-])[C@H](CO)CC1=CN=CN1C.[Na+]